[(2R,3S,4R,5R)-5-[4-(cyclopentylamino)-2-prop-1-ynyl-pyrrolo-[2,3-d]pyrimidin-7-yl]-3,4-dihydroxy-tetrahydrofuran-2-yl]-methoxymethylphosphonic acid C1(CCCC1)NC=1C2=C(N=C(N1)C#CC)N(C=C2)[C@H]2[C@@H]([C@@H]([C@@H](O2)C(OC)P(O)(O)=O)O)O